[N+](=O)([O-])C1=CC=C(C=N1)N1C[C@H](CC1)O (S)-1-(6-nitropyridin-3-yl)pyrrolidin-3-ol